1-(4-(aminomethyl)piperidin-1-yl)-3-(2-(trifluoromethyl)-10H-phenothiazin-10-yl)propan-2-ol NCC1CCN(CC1)CC(CN1C2=CC=CC=C2SC=2C=CC(=CC12)C(F)(F)F)O